CC1(CN(C1)C(=O)OC(C)(C)C)OC=1C=NC(=CC1)C(NC)=O tert-butyl 3-methyl-3-((6-(methylcarbamoyl)pyridin-3-yl)oxy)azetidine-1-carboxylate